(±)-1-amino-N-(3,4-dichlorophenyl)-6,7,8,9-tetrahydro-5H-5,8-epiminocyclohepta[c]pyridine NC1N(C=CC2=C1CC1CCC2N1)C1=CC(=C(C=C1)Cl)Cl